benzyl 2-amino-7-cyclopentyl-4-(benzylamino)-7H-pyrrolo[2,3-d]pyrimidine-6-carboxylate NC=1N=C(C2=C(N1)N(C(=C2)C(=O)OCC2=CC=CC=C2)C2CCCC2)NCC2=CC=CC=C2